C1N(CC2=CC=CC=C12)CC=1OC=C(C(C1)=O)OCC1=CC=C(C=C1)C1=NC=CC=C1 2-(isoindolin-2-ylmethyl)-5-((4-(pyridin-2-yl)benzyl)oxy)-4H-pyran-4-one